N(C(=N)N)CCCCNC(CN1CCC(CC1)NC1=C2C=C(N(C2=CC=C1)CC(F)(F)F)C#CCNC1=CC=C(C=C1)S(=O)(=O)C)=O N-(4-carbamimidamidobutyl)-2-{4-[(2-{3-[(4-methanesulfonylphenyl)-amino]prop-1-yn-1-yl}-1-(2,2,2-trifluoroethyl)-1H-indol-4-yl)amino]piperidin-1-yl}acetamide